N,N1-Diisopropyl-N2-(4-phenoxyphenyl)-[1,3,5]triazine-2,4,6-triamine C(C)(C)N(C1N(C(=NC(=N1)N)N)C(C)C)C1=CC=C(C=C1)OC1=CC=CC=C1